(3R*,4R*)-1-Cyclohexyl-4-{[5-(2,4-difluoro-phenyl)-isoxazole-3-carbonyl]-amino}-piperidine-3-carboxylic acid (3-methoxy-propyl)-methyl-amide COCCCN(C(=O)[C@@H]1CN(CC[C@H]1NC(=O)C1=NOC(=C1)C1=C(C=C(C=C1)F)F)C1CCCCC1)C |o1:8,13|